[C@@H]12OC[C@@H](N(C1)C1CCN(CC1)C1=C(C=C(C(=C1)OC)NC1=NC=NC(=C1)N1OCC[C@@H]1C1=C(C=C(C=C1)F)F)NC(C=C)=O)C2 N-(2-(4-((1S,4S)-2-oxa-5-azabicyclo[2.2.1]heptane-5-yl)piperidine-1-yl)-5-((6-((R)-3-(2,4-difluorophenyl)isoxazolidine-2-yl)pyrimidine-4-yl)amino)-4-methoxyphenyl)acrylamide